3-{5-[(5-chloro-1,3-benzothiazol-4-yl)methoxy]-2-fluoro-4-methoxyphenyl}-2,4-dioxo-1H-thieno[3,4-d]pyrimidine-5-carboxylic acid ClC=1C=CC2=C(N=CS2)C1COC=1C(=CC(=C(C1)N1C(NC=2C(C1=O)=C(SC2)C(=O)O)=O)F)OC